tert-butyl 4-[2-morpholino-5-(2-trimethylsilylethoxymethyl)pyrrolo[2,3-b]pyrazin-7-yl]-3,6-dihydro-2H-pyridine-1-carboxylate O1CCN(CC1)C=1N=C2C(=NC1)N(C=C2C=2CCN(CC2)C(=O)OC(C)(C)C)COCC[Si](C)(C)C